CC1=CC2=C(N=C(S2)C2=CC=C(C=C2)NC(=O)C2CCN(CC2)S(=O)(=O)C=2SC=CC2)C=C1 N-(4-(6-methylbenzo[d]thiazol-2-yl)phenyl)-1-(thiophen-2-ylsulfonyl)piperidine-4-carboxamide